1-(5-(((2R,4S)-1-((4,4-difluorocyclohexyl)methyl)-2-methylpiperidin-4-yl)methyl)pyrazolo[1,5-a]pyridin-3-yl)dihydropyrimidine-2,4(1H,3H)-dione FC1(CCC(CC1)CN1[C@@H](C[C@H](CC1)CC1=CC=2N(C=C1)N=CC2N2C(NC(CC2)=O)=O)C)F